C12(CC3CC(CC(C1)C3)C2)CCN2CC(N(CC2)CCCSC2=C3C(N(C(=NC3=CC=C2)C)C2C(NC(CC2)=O)=O)=O)CF 3-(5-((3-(4-(2-((3r,5r,7r)-adamantan-1-yl)ethyl)-2-(fluoromethyl)piperazin-1-yl)propyl)thio)-2-methyl-4-oxoquinazolin-3(4H)-yl)piperidine-2,6-dione